FS(=O)(=O)[N-]S(=O)(=O)C(F)(F)F fluorosulphonyl-(trifluoromethanesulphonyl)amide